(benzotriazol-1-yloxy)-tripyrrolidinylphosphonium N1(N=NC2=C1C=CC=C2)O[P+](N2CCCC2)(N2CCCC2)N2CCCC2